2-methyl-N-(pentan-3-ylidene)propane-2-sulfinamide CC(C)(C)S(=O)N=C(CC)CC